N-(3,4-dimethylbenzyl)-N-(1-(3-(hydrazinecarbonyl)pyrazin-2-yl)ethyl)-3,5-bis(trifluoromethyl)benzamide CC=1C=C(CN(C(C2=CC(=CC(=C2)C(F)(F)F)C(F)(F)F)=O)C(C)C2=NC=CN=C2C(=O)NN)C=CC1C